methyl 5,5,5-trifluoro-2-(hydroxymethyl)pentanoate FC(CCC(C(=O)OC)CO)(F)F